N-hydroxy-6-(3-(4-((pyridin-3-ylamino)methyl)phenoxy)azetidin-1-yl)-[1,1'-biphenyl]-2-carboxamide ONC(=O)C=1C(=C(C=CC1)N1CC(C1)OC1=CC=C(C=C1)CNC=1C=NC=CC1)C1=CC=CC=C1